C(#N)C=1C=CC(=C(C1)C1=CC(=NC=C1C(=O)NC=1SC2=C(N1)CN(C2)C(=O)C2CCC2)C)OC 4-(5-cyano-2-methoxyphenyl)-N-(5-(cyclobutanecarbonyl)-5,6-dihydro-4H-pyrrolo[3,4-d]thiazol-2-yl)-6-methylnicotinamide